NC=1C2=C(C(NN1)=O)N(N=C2C2=CC=C(CNC(C1=C(C=CC(=C1)F)OC)=O)C=C2)C2CCCC2 N-(4-(4-amino-1-cyclopentyl-7-oxo-6,7-dihydro-1H-pyrazolo[3,4-d]pyridazin-3-yl)benzyl)-5-fluoro-2-methoxybenzamide